ClC1=CC=C2C=CN=C(C2=C1)NC1=NC=C(C(=O)NCC(N2CCCC2)C=2C=NC=CC2)C=C1 6-((7-Chloroisoquinolin-1-yl)amino)-N-(2-(pyridin-3-yl)-2-(pyrrolidin-1-yl)ethyl)nicotinamide